CC1CN(S(N(C1)C1=NC=C(C=C1)[N+](=O)[O-])(=O)=O)CC(=O)NC1C2CC3(CC(CC1C3)C2)C(=O)N 4-(2-(4-methyl-6-(5-nitropyridine-2-yl)-1,1-dioxido-1,2,6-thiadiazinan-2-yl)acetamido)adamantan-1-carboxamide